C1(=CC=CC=C1)C=1NC(C2=CC=C(C=C2C1C1=CC=CC=C1)C(F)(F)F)=O 3,4-diphenyl-6-(trifluoromethyl)isoquinolin-1(2H)-one